C(#N)C1CC(C1)(CC1=NN=CN1C)C=1C=C(C=CC1)NC(=O)C1=CC(=C2C(=N1)C=CN2)CN2C[C@H](CCC2)C N-(3-((1r,3S)-3-cyano-1-((4-methyl-4H-1,2,4-triazol-3-yl)methyl)cyclobutyl)phenyl)-7-(((S)-3-methylpiperidin-1-yl)methyl)-1H-pyrrolo[3,2-b]pyridine-5-carboxamide